COC(CC1=NC(=NC(=C1C1OCCO1)NC(C)C1=C(C(=CC=C1)C(F)F)F)C)=O 6-((1-(3-(difluoromethyl)-2-fluorophenyl)ethyl)amino)-5-(1,3-dioxolan-2-yl)-2-methylpyrimidine-4-acetic acid methyl ester